C1(=CC=CC=C1)CC(=O)NC1=NN=C(S1)NC1CCN(CC1)C1=NCN(S1)NC(=O)C=1C=NNC1 N-(5-(4-((5-(2-phenyl-acetamido)-1,3,4-thiadiazol-2-yl)amino)piperidin-1-yl)-1,2,4-thiadiazol-2-yl)-1H-pyrazole-4-carboxamide